2-(1-(4-bromophenyl)-3-(5-chloropyridin-2-yl)-1H-pyrazol-4-yl)-5-methyl-3-(2-(2-oxoindolin-5-yl)ethyl)oxazolidin-4-one BrC1=CC=C(C=C1)N1N=C(C(=C1)C1OC(C(N1CCC=1C=C2CC(NC2=CC1)=O)=O)C)C1=NC=C(C=C1)Cl